3-(1,3-Benzodioxol-5-yl)-5-(4-iodophenyl)-1H-pyrazole O1COC2=C1C=CC(=C2)C2=NNC(=C2)C2=CC=C(C=C2)I